FC1=C(C=C(C=C1)C1COC1)C1=NC=2C=CNC(C2C(=C1)NC1=NC=C(C=C1)N1CCC(CC1)O)=O 2-[2-fluoro-5-(oxetan-3-yl)phenyl]-4-[[5-(4-hydroxy-1-piperidyl)-2-pyridyl]amino]-6H-1,6-naphthyridin-5-one